8-fluoro-4-oxo-3,5-dihydro-2H-1,5-benzothiazepin-3-yl carbamate C(N)(OC1CSC2=C(NC1=O)C=CC(=C2)F)=O